7,8-dihydro-1H,6H,9H-7,8a-methanopyrrolo[1',2':3,4]imidazo[1,2-c]pyrimidin-1-one C1(N=CC=C2N1CC13N2CC(C1)C3)=O